ClC=1C(=NC=NC1NC1=CC2=C(C(N(C23CCCCC3)CC3=CC=C(C=C3)OC)=O)S1)NC(=O)C1CC1 N-(5-Chloro-6-((5'-(4-methoxybenzyl)-6'-oxo-5',6'-dihydrospiro[cyclohexane-1,4'-thieno[2,3-c]pyrrol]-2'-yl)amino)pyrimidin-4-yl)cyclopropanecarboxamide